3-methyl-5-(5-(3,4,5-trichlorophenyl)-5-(trifluoromethyl)-4,5-dihydroisoxazol-3-yl)thiophene-2-carboxylic acid CC1=C(SC(=C1)C1=NOC(C1)(C(F)(F)F)C1=CC(=C(C(=C1)Cl)Cl)Cl)C(=O)O